4-(Aminomethyl)-N-((2-(((cyclobutylmethyl)amino)methyl)-1H-indol-6-yl)methyl)-1-oxo-1,2-dihydrophthalazine-6-carboxamide NCC1=NNC(C2=CC=C(C=C12)C(=O)NCC1=CC=C2C=C(NC2=C1)CNCC1CCC1)=O